IC1=CC(=NC=C1C(F)(F)F)NC(OC(C)(C)C)=O tert-butyl (4-iodo-5-(trifluoromethyl)pyridin-2-yl)carbamate